N-methoxy-N-methyloxazole-5-carboxamide CON(C(=O)C1=CN=CO1)C